4-Amino-5-chloro-2-methoxy-N-((1-(4-methylpiperazin-1-yl)cycloheptyl)methyl)benzamid NC1=CC(=C(C(=O)NCC2(CCCCCC2)N2CCN(CC2)C)C=C1Cl)OC